C(C)(C)(C)OC(=O)N1C[C@](CCC1)([C@H]1N2C(C3=CC=CC=C13)=CN=C2)O tert-Butyl-(R)-3-hydroxy-3-((S)-5H-imidazo[5,1-a]isoindol-5-yl)piperidin-1-carboxylat